(S or R)-4-[[4-(2-fluoroethoxy)phenyl]-phenylmethyl]piperidine FCCOC1=CC=C(C=C1)[C@@H](C1CCNCC1)C1=CC=CC=C1 |o1:10|